C[C@H]1N(C[C@@H]([C@H]([C@@H]1O)O)O)CC1CCN(CC1)C=1C=NC=CC1 (2r,3r,4r,5s)-2-methyl-1-((1-(pyridin-3-yl)piperidin-4-yl)methyl)piperidin-3,4,5-triol